(3aR,5aS,9aS,9bR)-3a,6,6,9a-tetramethyl-1,4,5,5a,7,8,9,9b-octahydrobenzo[e]benzofuran-2-one C[C@@]12[C@H](CC(O1)=O)[C@@]1([C@@H](CC2)C(CCC1)(C)C)C